BrCC\C=C\CCCCCCCCCC(OCC)OCC (3E)-1-bromo-14,14-diethoxy-3-tetradecene